ClC1=CC=C(S1)COC1=CC=CC(=N1)C1=CC(=C(CC2=NC3=C(N2C[C@H]2OCC2)C=C(C=C3)C(=O)O)C=C1F)F (S)-2-(4-(6-((5-chlorothiophen-2-yl)methoxy)pyridin-2-yl)-2,5-difluorobenzyl)-1-(oxetan-2-ylmethyl)-1H-benzo[d]imidazole-6-carboxylic acid